C(C)O[Si](O[Si](OCC)(OCC)CCCN([Si](C)(C)C)C1=CC=CC=C1)(OCC)CCCN([Si](C)(C)C)C1=CC=CC=C1 N,N'-((1,1,3,3-tetraethoxydisiloxane-1,3-diyl)bis(propan-3,1-diyl))bis(1,1,1-trimethyl-N-phenylsilanamine)